BrC1=NC(=C(C(=N1)C(C)C)N1CN=C(C2=C1N=C(C(=C2)Cl)C2=C(C=CC=C2)F)N2[C@H](CN[C@@H](C2)C)C)C(C)C 1-(2-bromo-4,6-diisopropylpyrimidin-5-yl)-6-chloro-4-((2S,5R)-2,5-dimethylpiperazin-1-yl)-7-(2-fluorophenyl)pyrido[2,3-d]pyrimidin